6,8-bis(4-methoxyphenyl)-2-(methylsulfinyl)pyrido[4,3-d]pyrimidin-7(6H)-one COC1=CC=C(C=C1)N1C=C2C(N=C(N=C2)S(=O)C)=C(C1=O)C1=CC=C(C=C1)OC